N1C(CCC1)=O PYRROLIN-2-ONE